C(C1=CC=CC=C1)C=1C=2N(C=C(N1)C1=C(C(=CC=C1)O[Si](C)(C)C(C)(C)C)F)C(/C(/N2)=C/C=2OC=CC2)=O (Z)-8-benzyl-6-(3-((tert-butyldimethylsilyl)oxy)-2-fluorophenyl)-2-(furan-2-ylmethylene)imidazo[1,2-a]Pyrazin-3(2H)-one